O=C1NC(CCC1C=1C(=NC2=CC(=CC=C2C1)CN(C(O)=O)C1=CC(=C(C(=C1)CN1CCOCC1)C)Cl)C)=O.C(C)CS(=O)(=O)F Perfluoro Ethyl-Methyl Sulfone (3-(2,6-dioxopiperidin-3-yl)-2-methylquinolin-7-yl)methyl-(3-chloro-4-methyl-5-(morpholinomethyl)phenyl)carbamate